tert-butyl (1-oxo-1-(6-azaspiro[2.5]octan-6-yl)butan-2-yl)carbamate O=C(C(CC)NC(OC(C)(C)C)=O)N1CCC2(CC2)CC1